5-(5-bromopentyloxy)-2-(2,6-dioxo-3-piperidinyl)isoindoline-1,3-dione BrCCCCCOC=1C=C2C(N(C(C2=CC1)=O)C1C(NC(CC1)=O)=O)=O